thiophen-4-carboxylic acid ethyl ester C(C)OC(=O)C=1C=CSC1